6-[3-[3-methyl-1-(4-methyl-1,2,4-triazol-3-yl)cyclobutyl]phenyl]-2-[[(3R)-3-methylpiperazin-1-yl]methyl]-4-(trifluoromethyl)-1H-pyrrolo[2,3-c]pyridin-7-one CC1CC(C1)(C1=NN=CN1C)C=1C=C(C=CC1)N1C(C2=C(C(=C1)C(F)(F)F)C=C(N2)CN2C[C@H](NCC2)C)=O